Ethyl-diphenylmethyleneglycine C(C)C(N=C(C1=CC=CC=C1)C1=CC=CC=C1)C(=O)O